C1(CC1)C1=NN(C=C1C1=NC(=C(C=C1)F)C)[C@H]1[C@@H](C1)CO (trans-2-(3-cyclopropyl-4-(5-fluoro-6-methylpyridin-2-yl)-1H-pyrazol-1-yl)cyclopropyl)methanol